C(C)(CC)OC1CCC(CC1)C=O 4-(sec-butoxy)cyclohexane-1-carbaldehyde